COC(=O)C1=CC=C(C=C1)C1=C(C=C(C(=C1)[N+](=O)[O-])F)F 2',4'-difluoro-5'-nitro-[1,1'-Biphenyl]-4-carboxylic acid methyl ester